ethyl (2E)-2-hydroxyimino-2-pyridazin-3-yl-acetate O\N=C(\C(=O)OCC)/C=1N=NC=CC1